C(#N)C1=C(C=CC=C1F)C(C(=O)O)(F)F 2-(2-cyano-3-fluoro-phenyl)-2,2-difluoro-acetic acid